3-Chloro-11-((3-methoxy-2-methylpropyl)amino)-6-methyl-6,11-dihydrodibenzo[c,f][1,2]thiazepine 5,5-dioxide ClC1=CC2=C(C(C3=C(N(S2(=O)=O)C)C=CC=C3)NCC(COC)C)C=C1